COC1=C(C(NC(=C1)C)=O)CNC(=O)C=1C(=C(N2C=C(C=C2C1)C1=CN=CN1C)C(C)N1CCOCC1)C N-((4-methoxy-6-methyl-2-oxo-1,2-dihydropyridin-3-yl)methyl)-6-methyl-2-(1-methyl-1H-imidazol-5-yl)-5-(1-morpholinoethyl)indolizine-7-carboxamide